C(#N)C=1C(=NC(=CC1C)C)N1[C@@H](C[C@@H](C1)O)C(=O)N(C1=CC=CC=C1)C (2S,4S)-1-(3-Cyano-4,6-di-methylpyridin-2-yl)-4-hydroxy-N-methyl-N-phenyl-pyrrolidine-2-carboxamide